3-methyl-5-(N-((1R,2S)-2-phenylcyclopropyl)sulfamoyl)benzofuran-2-carboxylic acid CC1=C(OC2=C1C=C(C=C2)S(N[C@H]2[C@@H](C2)C2=CC=CC=C2)(=O)=O)C(=O)O